ClC1=NC=C(C(=N1)C=1OC2=C(N1)C=CC=C2)Cl (2,5-dichloropyrimidin-4-yl)benzo[d]oxazole